bisbehenyl-dimethyl-ammonium bromide [Br-].C(CCCCCCCCCCCCCCCCCCCCC)[N+](C)(C)CCCCCCCCCCCCCCCCCCCCCC